tert-butyl N-[4-chloro-5-(2-cyanoethyl)isothiazol-3-yl]carbamate ClC=1C(=NSC1CCC#N)NC(OC(C)(C)C)=O